N'-(2,5-Dimethyl-4-{[3-(1,1,2,2-tetrafluoroethoxy)phenyl]sulfanyl}phenyl)-N-ethyl-N-methyl-imidoformamide CC1=C(C=C(C(=C1)SC1=CC(=CC=C1)OC(C(F)F)(F)F)C)N=CN(C)CC